[Li].C(C)(C)C1=C(C(=CC(=C1)[Si](C)(C)C)C(C)C)O 2,6-diisopropyl-4-trimethylsilyl-phenol lithium